C(C=C)(=O)OC1=C(C=C(C=C1C1=C(C(=CC=C1)C)O)C)C(C)(C)C 2-tert-butyl-6-(3-methyl-2-hydroxyphenyl)-4-methyl-phenyl acrylate